3-methyl-5-isoxazolamine CC1=NOC(=C1)N